5-(pyridin-2-yl)-1H-1,2,4-triazol-3-amine N1=C(C=CC=C1)C1=NC(=NN1)N